N-(6-(7,8-dimethyl-[1,2,4]triazolo[4,3-b]pyridazin-6-yl)-5,6,7,8-tetrahydro-1,6-naphthyridin-3-yl)-3-methylbenzamide CC1=C(C=2N(N=C1N1CC=3C=C(C=NC3CC1)NC(C1=CC(=CC=C1)C)=O)C=NN2)C